C(=O)(O)C1=CC=NC=N1 6-carboxypyrimidine